(Z)-3-(3-(3,5-bis(trifluoromethyl)phenyl)-1H-1,2,4-triazol-1-yl)-1-(2-isopropylpyrazolidin-1-yl)prop-2-en-1-one FC(C=1C=C(C=C(C1)C(F)(F)F)C1=NN(C=N1)\C=C/C(=O)N1N(CCC1)C(C)C)(F)F